C(C)OC(=O)C1=CC=2C(=C(N=CC2)NCC(CC)O)N1.FC1(CC1)C(=O)NC=1N=CC2=CC=C(C=C2C1)C=1N=NN(C1)C 1-fluoro-N-(6-(1-methyl-1H-1,2,3-triazol-4-yl)isoquinolin-3-yl)cyclopropane-1-carboxamide ethyl-7-(2-hydroxybutylamino)-1H-pyrrolo[2,3-c]pyridine-2-carboxylate